The molecule is an ergot alkaloid produced by the fungus Aspergillus fumigatus that consists of ergoline substituted by two methyl groups at the 6 and 8beta positions, and by a hydroxy group at the 9beta position. It has a role as a metabolite. It is a conjugate base of a fumigaclavine B(1+). It derives from a hydride of an ergoline. C[C@H]1CN([C@@H]2CC3=CNC4=CC=CC(=C34)[C@H]2[C@H]1O)C